C1(=CC=CC=C1)[SiH](N([Si](C)(C)C)C)C1=CC=CC=C1 diphenyltetramethyl-disilazane